1-(5-bromo-2-hydroxy-4-methoxymethylphenyl)ethane-1-one BrC=1C(=CC(=C(C1)C(C)=O)O)COC